C(CCCCCCCCCCCCCCCCCCC)(=O)OCCCCC(OC(NCCOCCN(C)C)=O)CCCCOC(CCCCCCCCCCCCCCCCCCC)=O 2-methyl-9-oxo-11-{4-[(1-oxo-eicosyl) oxy] butyl}-2,8-diaza-5,10-dioxapentadec-15-yl eicosanoate